1-(11Z-octadecenoyl)-2-(5Z,8Z,11Z-eicosatrienoyl)-sn-glycero-3-phosphocholine CCCCCCCC/C=C\C/C=C\C/C=C\CCCC(=O)O[C@H](COC(=O)CCCCCCCCC/C=C\CCCCCC)COP(=O)([O-])OCC[N+](C)(C)C